C1(CC1)C1(CNCN1)CC(C(=O)N1CC2=CC(=C(C=C2C1)Cl)Cl)C 5-cyclopropyl-5-(3-(5,6-dichloroisoindolin-2-yl)-2-methyl-3-oxopropyl)imidazolidine